O=C1NC(CCC1N1C(C2=CC=C(C=C2C1=O)N1CC(CC1)CN1CCC(CC1)C1=CC=C(C=C1)NC=1N=C(N=NC1C(=O)N)C=1SC=CN1)=O)=O 5-((4-(1-((1-(2-(2,6-dioxopiperidin-3-yl)-1,3-dioxoisoindolin-5-yl)pyrrolidine-3-yl)methyl)piperidin-4-yl)phenyl)amino)-3-(thiazol-2-yl)-1,2,4-triazine-6-carboxamide